ClC1=C(C(=CC=C1)F)N1C=2N(C3=C(C1=O)C=NC(=N3)NC3=CC=C1C(CN(CC1=C3)C)(C)C)C=CN2 6-(2-chloro-6-fluorophenyl)-2-((2,4,4-trimethyl-1,2,3,4-tetrahydroisoquinolin-7-yl)amino)imidazo[1,2-a]pyrimido[5,4-e]pyrimidin-5(6H)-one